C(CCCCCCCCCCCCCCCCC)OC(CCC1=CC(=C(C(=C1)C(C)(C)C)O)C(C)(C)C)=O Octadecyl-3-[3,5-di-tert-butyl-4-hydroxyphenyl]-propionate